The molecule is a hydrate that is the monohydrate form of anhydrous esculin. It has a role as an antioxidant. It contains an esculin. C1=CC(=O)OC2=CC(=C(C=C21)O[C@H]3[C@@H]([C@H]([C@@H]([C@H](O3)CO)O)O)O)O.O